C(=C)C1CC2C(CC1)O2 4-Vinylcyclohexene Oxide